Ethyl (S)-3-(((R)-tert-butylsulfinyl)amino)-3-(5-(4-fluoro-2-methyl-6-(pent-4-en-1-yloxy)phenyl)pyridin-3-yl)propanoate C(C)(C)(C)[S@@](=O)N[C@@H](CC(=O)OCC)C=1C=NC=C(C1)C1=C(C=C(C=C1OCCCC=C)F)C